ε-hydroxycaproic acid OCCCCCC(=O)O